4-Bromo-N1-(tetrahydropyran-4-yl)benzene-1,2-diamine BrC=1C=C(C(=CC1)NC1CCOCC1)N